OCC(C)NC(C1=CC=CC=C1)=O N-(1-hydroxy-prop-2-yl)-benzamide